[N+](=O)([O-])C=1C(=C2C(=NC1)C=CS2)N 6-nitrothieno[3,2-b]pyridin-7-amine